BrC=1C=C(C2=CN(N=C2C1)C=1SC(=NN1)C(F)F)N1CCN(CC1)C(=O)OC(C)(C)C tert-butyl 4-{6-bromo-2-[5-(difluoromethyl)-1,3,4-thiadiazol-2-yl]indazol-4-yl}piperazine-1-carboxylate